(R)-6-chloro-8-(2-fluoro-4-(1-phenylethoxy)phenyl)-9H-purine ClC1=C2N=C(NC2=NC=N1)C1=C(C=C(C=C1)O[C@H](C)C1=CC=CC=C1)F